C(C)(C)(C)C=1C=C(C=C(C1)C(C)(C)C)C=1C=C(C=C(C1)C1=CC(=CC(=C1)C(C)(C)C)C(C)(C)C)NC=1C2=CC=CC=C2C(=C2C=CC(=CC12)C1=CC=CC=C1)NC1=CC(=CC(=C1)C1=CC(=CC(=C1)C(C)(C)C)C(C)(C)C)C1=CC(=CC(=C1)C(C)(C)C)C(C)(C)C N,N'-bis[3,5-bis(3,5-di-t-butylphenyl)phenyl]-2-phenylanthracene-9,10-diamine